P(=O)(OCCCl)(OCCCl)[O-] di(2-chloroethyl) phosphate